C[N-]CCCC N-methyl-butyl-amide